O[C@H]1[C@@H](N(C1)C=1N=C(C2=C(N1)CCC2)C2=CC=C(S2)CNS(=O)(=O)C)C N-[[5-[2-[(2S,3R)-3-hydroxy-2-methyl-azetidin-1-yl]-6,7-dihydro-5H-cyclopenta[d]pyrimidin-4-yl]-2-thienyl]methyl]methanesulfonamide